FC(C1=CC(=NC=C1OC[C@](CC(C)C)(N)CF)C1=CC(=NC=C1)C)F (S)-1-((4-(difluoromethyl)-2'-methyl-[2,4'-bipyridin]-5-yl)oxy)-2-(fluoromethyl)-4-methylpentan-2-amine